CC1=CN=CC(=N1)B(O)O 6-METHYLPYRAZINE-2-BORONIC ACID